C(C)OC(\C(\C(C)=O)=N/NC1=C(C(=CC=C1)Br)O)=O (Z)-2-(2-(3-bromo-2-hydroxyphenyl)hydrazono)-3-oxo-butyric acid ethyl ester